C1(CC1)NC1=NC(=NC=C1C(=O)NC1=C(C=CC=C1OC)OC)NC1=CC=C(C=C1)N1CCN(CC1)C 4-(cyclopropylamino)-N-(2,6-dimethoxyphenyl)-2-((4-(4-methylpiperazin-1-yl)phenyl)amino)pyrimidine-5-carboxamide